NC=1SC(=CN1)CNC(C(=O)C1=C(C(=C(N1C)C)C(=O)NC=1C=NC(=C(C1)C)F)C)=O 5-(2-(((2-aminothiazol-5-yl)methyl)amino)-2-oxoacetyl)-N-(6-fluoro-5-methylpyridin-3-yl)-1,2,4-trimethyl-1H-pyrrole-3-carboxamide